tert-butyl ((trans-3-(3-cyclopropyl-4-iodo-1H-pyrazol-1-yl)cyclobutyl)methyl)carbamate C1(CC1)C1=NN(C=C1I)[C@@H]1C[C@H](C1)CNC(OC(C)(C)C)=O